N2-[4-[4-Aminobutanoyl(methyl)amino]butyl]-N2,N3,N3-triethyl-6,7-dihydroxy-5-nitro-naphthalin-2,3-dicarboxamid NCCCC(=O)N(CCCCN(C(=O)C1=CC2=CC(=C(C(=C2C=C1C(=O)N(CC)CC)[N+](=O)[O-])O)O)CC)C